methyl (S)-2-(4-(6-((4-chloro-2-fluorobenzyl)oxy)pyridin-2-yl)-2,6-difluorophenoxy)-1-(oxetan-2-ylmethyl)-1H-benzo[d]imidazole-6-carboxylate ClC1=CC(=C(COC2=CC=CC(=N2)C2=CC(=C(OC3=NC4=C(N3C[C@H]3OCC3)C=C(C=C4)C(=O)OC)C(=C2)F)F)C=C1)F